C(C)(C)(C)C=1C=C(C=C(C1)C(C)(C)C)N1C2=CC=CC=C2C=2C=CC(=CC12)C1=C(C2=C(OC3=C2C=C2C(=C3)C3=CC4=C(C5=C(O4)C=C(C=C5)NC5=CC=CC=C5)C=C3O2)C=C1NC1=CC=CC=C1)C1=CC=2N(C3=CC=CC=C3C2C=C1)C1=CC(=CC(=C1)C(C)(C)C)C(C)(C)C bis[9-(3,5-di-tert-butylphenyl)-9H-carbazol-2-yl]-N,N'-diphenyl-dibenzo[b,b']furo[2,3-f:5,4-f']bis-benzofuran-3,10-diamine